N12C[C@H](C(CC1)CC2)OC(N[C@@H]2C(CC1=CC(=C(C=C21)F)C2=CC=C(C=C2)OC(C)C)(C)C)=O (S)-quinuclidin-3-yl((R)-6-fluoro-5-(4-isopropoxyphenyl)-2,2-dimethyl-2,3-dihydro-1H-inden-1-yl)carbamate